cesium pentadecylbenzenesulfonate C(CCCCCCCCCCCCCC)OS(=O)(=O)C1=CC=CC=C1.[Cs]